[Cl-].[Cl-].C(=C)[Zr+2](C1C=CC2=CC=CC=C12)C1C=CC2=CC=CC=C12 rac-vinyl-(bisindenyl)zirconium dichloride